C(C(C(C(=O)[O-])O)C(=O)[O-])[P+](=O)[O-] The molecule is a dicarboxylic acid anion obtained by deprotonation of the carboxy and phosphino groups of phosphinomethylisomalic acid; major species at pH 7.3. It is a conjugate base of a phosphinomethylisomalic acid.